FC(C=1OC(=NN1)C=1C=NC(=CC1)COC=1C=NC=2N(C1)N=CC2)F 2-(Difluoromethyl)-5-(6-((pyrazolo[1,5-a]pyrimidin-6-yloxy)methyl)pyridin-3-yl)-1,3,4-oxadiazole